NC1=NC2=CC(=CC=C2C=C1)CN(C(CN1C(C2=CC=CC=C2C1=O)=O)=O)C1=C(C=CC=C1)S(=O)(=O)C N-[(2-aminoquinolin-7-yl)methyl]-2-(1,3-dioxo-2,3-dihydro-1H-isoindol-2-yl)-N-(2-methanesulfonylphenyl)acetamide